[N+](=O)([O-])C1=CC=C(C=C1)C1=NN=C(O1)NC(C1=C(C=CC=C1)OC1=CC=C(C=C1)F)=O N-(5-(4-nitrophenyl)-1,3,4-oxadiazol-2-yl)-2-(4-fluorophenoxy)benzamide